CCCCCCCCN(CCCCCCCC)CCCCCCCC tri-n-octylamine